rac-(3r,4r)-4-fluoro-3-hydroxypiperidine-1-carboxylic acid benzyl ester C(C1=CC=CC=C1)OC(=O)N1C[C@H]([C@@H](CC1)F)O |r|